[[(1S,2S,3S,5R)-2,6,6-trimethylnorpinan-3-yl]carbamoyl]-1H-pyrrolo[2,3-c]pyridine C[C@H]1[C@H]2C([C@@H](C[C@@H]1NC(=O)N1C=CC=3C1=CN=CC3)C2)(C)C